N-((4'-(Dimethylamino)-[1,1'-biphenyl]-4-yl)methyl)-N-(3-phenoxyphenyl)cyclohexanecarboxamide CN(C1=CC=C(C=C1)C1=CC=C(C=C1)CN(C(=O)C1CCCCC1)C1=CC(=CC=C1)OC1=CC=CC=C1)C